(3-phenyl-1,4-dioxaspiro[4.4]non-2-yl) ethylaminosulfonate C(C)NS(=O)(=O)OC1OC2(OC1C1=CC=CC=C1)CCCC2